4-amino-7-cyclopropyl-1-(4-oxaspiro[2.5]octan-8-yl)pyrido[2,3-d]pyrimidin-2(1H)-one NC=1C2=C(N(C(N1)=O)C1CCCOC13CC3)N=C(C=C2)C2CC2